BrNC1CCCC1 N-bromo-cyclopentylamine